BrC1=CC=C(C=2NC=NC21)Br 4,7-dibromo-1H-benzo[d]imidazole